racemic-1-(7-ethyl-2-azabicyclo[2.2.2]oct-5-en-2-yl)-2-(5-methoxy-1H-indol-3-yl)ethan-1-one C(C)C1C2N(CC(C=C2)C1)C(CC1=CNC2=CC=C(C=C12)OC)=O